BrCC1=CC=C(C=C1)C(C)=O 1-[4-(Bromomethyl)-phenyl]ethanone